ClC1=NN=C(C=2CCCCC12)N([C@H]1CNCCC1)C 4-Chloro-N-methyl-N-[(3R)-3-piperidyl]-5,6,7,8-tetrahydrophthalazin-1-amine